3-(chloromethyl)-2-methoxyquinoline ClCC=1C(=NC2=CC=CC=C2C1)OC